C(#N)C1=NC=C(C(=C1)C1=CC=2N(C=C1)N=C(C2)NC(=O)C2CC2)NC2CC2 N-[5-[2-cyano-5-(cyclopropylamino)-4-pyridyl]pyrazolo[1,5-a]pyridin-2-yl]cyclopropanecarboxamide